[I-].[Si](C)(C)(C(C)(C)C)C#C t-butyldimethylsilyl-acetylene iodide